n-tetradecyl-trimethyl-phosphonium [5-[[4-[[3-(4-methoxyphenyl)imidazo[1,2-a]pyrazin-8-yl]amino]-2-methylbenzoyl]amino]pentyl]carbamate COC1=CC=C(C=C1)C1=CN=C2N1C=CN=C2NC2=CC(=C(C(=O)NCCCCCNC([O-])=O)C=C2)C.C(CCCCCCCCCCCCC)[P+](C)(C)C